C(CCCCCC(C)C)OC(=O)C1C(CCCC1)C(=O)OCCCCCCC(C)C cyclohexane-1,2-dicarboxylic acid diisononyl ester